N,N'-(2,2,4-trimethylhexane-1,6-diyl)bismaleimide CC(CN1C(C=CC1=O)=O)(CC(CCN1C(C=CC1=O)=O)C)C